C1=CC=CC2=CC3=CC=CC=C3C(=C12)C(SC1=CC2=CC=CC=C2C=C1)=O S-(naphthalen-2-yl) anthracene-9-carbothioate